N-[[6-[(2,3-Difluorophenyl)methylamino]-2-pyridyl]sulfonyl]-2-(2,2,4-trimethylpyrrolidin-1-yl)pyridin-3-carboxamid FC1=C(C=CC=C1F)CNC1=CC=CC(=N1)S(=O)(=O)NC(=O)C=1C(=NC=CC1)N1C(CC(C1)C)(C)C